Hexadecan-3-ol CCC(CCCCCCCCCCCCC)O